COC(C1=C(C(=C(C=C1)C)C1CCC1)C)=O cyclobutyl-2,4-dimethylbenzoic acid methyl ester